NC1=C(C(=C(OC2=CC(=NC=C2)NC(=O)C2CC2)C=C1)F)C N-(4-(4-amino-2-fluoro-3-methylphenoxy)pyridin-2-yl)cyclopropanecarboxamide